2-(((1-benzyl-1H-indol-4-yl)methyl)amino)ethan-1-ol C(C1=CC=CC=C1)N1C=CC2=C(C=CC=C12)CNCCO